C(C)OC(=O)NC(C(=O)OCC)CCCl ethyl 2-(ethoxycarbonylamino)-4-chlorobutyrate